dimethyl 1-benzyl-6-methyl-9-oxo-4,8-diphenyl-1,7,8-triazaspiro[4.4]non-2,6-diene-2,3-dicarboxylate C(C1=CC=CC=C1)N1C(=C(C(C12C(=NN(C2=O)C2=CC=CC=C2)C)C2=CC=CC=C2)C(=O)OC)C(=O)OC